3-(2-Chloro-5-fluorophenyl)-4-(3-fluoro-5-(trifluoromethyl)benzamido)-N-methyl-1-oxo-2,3-dihydro-1H-imidazo[1,2-a]pyrrolo[3,4-e]pyridine-7-carboxamid ClC1=C(C=C(C=C1)F)C1NC(C2=C1C(=CC=1N2C=C(N1)C(=O)NC)NC(C1=CC(=CC(=C1)C(F)(F)F)F)=O)=O